8-Iodo-1-methyl-1,2,3,4-tetrahydroisoquinolin-7-ol IC=1C(=CC=C2CCNC(C12)C)O